3-[(5-Fluoro-2-methoxy-phenyl)methyl]-6-(1H-pyrazol-4-yl)quinazolin-4-one FC=1C=CC(=C(C1)CN1C=NC2=CC=C(C=C2C1=O)C=1C=NNC1)OC